NN1C(NN=C1C1=CC(=CC=C1)C)=S 4-amino-5-(3-methylphenyl)-2H-1,2,4-triazole-3(4H)-thione